C(C)OC(C(C=CC(C)(C)C)NC(=O)C1=CC(=NN1C)C(C)C)=O ethyl-2-(3-isopropyl-1-methyl-5-pyrazolylcarbonylamino)-5,5-dimethyl-3-hexenoate